hydroxycyclohexyl-acetophenone OC(C(=O)C1=CC=CC=C1)C1CCCCC1